C(=O)(O)C(CCCCC1=C(C=CC=C1)CCCCC1CC1)(C)C 1-(4-(2-(5-carboxy-5-methylhexyl)phenyl)butyl)cyclopropane